4-(1-methoxyethyl)-1,1'-biphenyl COC(C)C1=CC=C(C=C1)C1=CC=CC=C1